5-[2-({5-[2-(2-aminopyridin-3-yl)-5-phenylimidazo[4,5-b]pyridin-3-yl]-2,3-dihydro-1H-inden-1-yl}amino)ethyl]-2-hydroxybenzaldehyde NC1=NC=CC=C1C1=NC=2C(=NC(=CC2)C2=CC=CC=C2)N1C=1C=C2CCC(C2=CC1)NCCC=1C=CC(=C(C=O)C1)O